(S)-7-((4-((2-hydroxy-1-phenylethyl)amino)-5-(3-(quinuclidin-4-yl)-1,2,4-oxadiazol-5-yl)pyridin-2-yl)amino)-3,4-dihydro-1H,10H-[1,3,4]oxadiazino[4,3-a]indazol-10-one OC[C@H](C1=CC=CC=C1)NC1=CC(=NC=C1C1=NC(=NO1)C12CCN(CC1)CC2)NC=2C=CC=1C(N3N(C1C2)CCOC3)=O